3H-isochromene C=1OCC=C2C=CC=CC12